NC1=NC=C(C2=C1C(=C(N2C)C2=CC=C(C=C2)NC(C(=C)C)=O)Br)C#N N-(4-(4-amino-3-bromo-7-cyano-1-methyl-1H-pyrrolo[3,2-c]pyridin-2-yl)phenyl)methacrylamide